diethyl (5-chloro-8-quinolineoxy)malonate ClC1=C2C=CC=NC2=C(C=C1)OC(C(=O)OCC)C(=O)OCC